FC(S(=O)(=O)[O-])(F)F.C(CCC)[N+]1(CCCC1)C Butyl-1-methyl-1-pyrrolidinium trifluoromethanesulfonate